5-Fluoro-1-(4'-hydroxy-[1,1'-biphenyl]-4-yl)-1H-indazol-6-ol FC=1C=C2C=NN(C2=CC1O)C1=CC=C(C=C1)C1=CC=C(C=C1)O